FC1=C(C=CC(=N1)C(=O)NC)N1[C@@H](CN(CC1)CC=1C(=C2NC(C(=NC2=CC1)C)=O)F)C (R)-6-fluoro-5-(4-((5-fluoro-2-methyl-3-oxo-4H-quinoxalin-6-yl)methyl)-2-methylpiperazin-1-yl)-N-methylpyridine-2-carboxamide